N-methyl-erucamide CNC(CCCCCCCCCCC\C=C/CCCCCCCC)=O